N-(3-(N-(tert-butyl)sulfamoyl)phenyl)-4-((5-methyl-4-((3-(morpholinosulfonyl)phenyl)amino)pyrimidin-2-yl)amino)benzamide C(C)(C)(C)NS(=O)(=O)C=1C=C(C=CC1)NC(C1=CC=C(C=C1)NC1=NC=C(C(=N1)NC1=CC(=CC=C1)S(=O)(=O)N1CCOCC1)C)=O